CN(C(=O)C1=NOC(=C1)CCCOC1=CC=C(C=C1)C1=NOC(=N1)C(F)(F)F)C N,N-dimethyl-5-(3-{4-[5-(trifluoromethyl)-1,2,4-oxadiazol-3-yl]phenoxy}propyl)isoxazole-3-carboxamide